C(C)C(C(C(=O)O)=O)C ethyl-oxobutanoic acid